FC1=CC(=C(C=C1[N+](=O)[O-])NS(=O)(=O)C=1C=CC=C2C=CN=CC12)OC N-(4-fluoro-2-methoxy-5-nitrophenyl)isoquinoline-8-sulfonamide